C1=CC=CC=2C3=CC=CC=C3C(C12)COC(=O)NC(C(=O)O)CC1=CC=C(C=C1)O ((((9H-fluoren-9-yl)methoxy)carbonyl)amino)-3-(4-hydroxyphenyl)propionic acid